BrC1=C(C(=CC=2N=C(SC21)C)I)N 7-bromo-5-iodo-2-methylbenzo[d]thiazol-6-amine